3-(trifluoromethyl)-4H-pyrazole FC(C1=NN=CC1)(F)F